NNC(=O)N=N.[S] sulphur carbazone